3-(2,4,5-trifluorophenyl)propanamide FC1=C(C=C(C(=C1)F)F)CCC(=O)N